3-(3-(2,5-dimethoxyphenyl)-4-thiazolinonyl)-N-(4-1-N-pyrazolylbutyl)benzamide Ethyl-2-oxoacetate C(C)OC(C=O)=O.COC1=C(C=C(C=C1)OC)N1C(SC=C1C=1C=C(C(=O)NCCCCN2N=CC=C2)C=CC1)=O